The molecule is a 2-methyl fatty acid anion that is the conjugate base of 2-methylhexadecanoic acid, obtained by deprotonation of the carboxy group; major species at pH 7.3. It is a 2-methyl fatty acid anion, a fatty acid anion 17:0 and a long-chain fatty acid anion. It is a conjugate base of a 2-methylhexadecanoic acid. CCCCCCCCCCCCCCC(C)C(=O)[O-]